S1CC2=CCC=C3C=NC(C1=C23)=O 1-thia-7-azaacenaphthylen-8(4H)-one